[Br-].C12(CC3CC(CC(C1)C3)C2)[PH+](CCCC=C)C23CC1CC(CC(C2)C1)C3 Bis(adamantan-1-yl)(pent-4-en-1-yl)phosphonium bromide